(S)-quinuclidin-3-yl (7-(2-chloro-3-methoxyphenyl)-3,3-dimethylchroman-4-yl)carbamate ClC1=C(C=CC=C1OC)C1=CC=C2C(C(COC2=C1)(C)C)NC(O[C@@H]1CN2CCC1CC2)=O